C1(CCC2CCCC3C4=CC=CC5=CC=CC(C1=C23)=C45)N octahydro-peryleneamine